O=C([C@@H]1[C@H]([C@H]([C@@H](O1)N1C=NC=2C(O)=NC=NC12)O)O)O oxo-inosine